C(CCCCCCCCCCCCCCCCC)(=O)O (Cis)-stearic acid